7-cyclopropoxy-N-{3-fluorobicyclo[1.1.1]pentan-1-yl}-1-{[2-(trimethylsilyl)ethoxy]methyl}pyrrolo[2,3-c]pyridine-2-carboxamide C1(CC1)OC=1N=CC=C2C1N(C(=C2)C(=O)NC21CC(C2)(C1)F)COCC[Si](C)(C)C